ClC=1C=C(C=C2C(=C(C=NC12)C#N)NCC(C)(C)C)N[C@@H](C=1C2=CN(N=C2C=CC1)C)C=1N=NN(C1)C1CC1 (S)-8-chloro-6-(((1-cyclopropyl-1H-1,2,3-triazol-4-yl)(2-methyl-2H-indazol-4-yl)methyl)amino)-4-(neopentylamino)quinoline-3-carbonitrile